Cl.C(C)(C)C1=C(OC=2C=CC(=C(C2)C[O-])C2CN(CC2)CC2=NC=C(C=C2)C)C=CC=C1 (5-(2-Isopropylphenoxy)-2-(1-((5-methylpyridin-2-yl)methyl)pyrrolidin-3-yl)phenyl)methoxide hydrochloride